C(C1=CC=CC=C1)C1C=2C=CC=NC2CCN1 5-benzyl-5,6,7,8-tetrahydro-1,6-naphthyridine